N-(4-(4-amino-7-methyl-7H-pyrrolo[2,3-d]pyrimidin-5-yl)-3-methylphenyl)-2-(4-methoxyphenyl)acetamide NC=1C2=C(N=CN1)N(C=C2C2=C(C=C(C=C2)NC(CC2=CC=C(C=C2)OC)=O)C)C